6-[(cyclopropylmethyl)amino]-N,N-dimethyl-5-(6-methyl-7-oxo-6,7-dihydro-1H-pyrrolo[2,3-c]pyridin-4-yl)pyridine-3-sulfonamide C1(CC1)CNC1=C(C=C(C=N1)S(=O)(=O)N(C)C)C=1C2=C(C(N(C1)C)=O)NC=C2